(5-(5-(1-((5-acetylthiazol-2-yl)amino)-1-oxopropan-2-yl)pyridin-3-yl)pyrazin-2-yl)acrylamide C(C)(=O)C1=CN=C(S1)NC(C(C)C=1C=C(C=NC1)C=1N=CC(=NC1)C(C(=O)N)=C)=O